O=C(CCC(=O)O)N[C@@H](C(C)(C)C)C(=O)N1[C@@H](C[C@H](C1)O)C(N[C@@H](C)C1=CC=C(C=C1)C1=C(N=CS1)C)=O 4-oxo-4-[[(1S)-2,2-dimethyl-1-[(2S,4R)-4-hydroxy-2-[[(1S)-1-[4-(4-methylthiazol-5-yl)phenyl]ethyl]carbamoyl]pyrrolidine-1-carbonyl]propyl]amino]butanoic acid